1,1-dimethylpropyl butanoate C(CCC)(=O)OC(CC)(C)C